FC1=C(C=CC(=C1)F)C1=NC=C2N1C=CN=C2 3-(2,4-difluorophenyl)imidazo[1,5-a]pyrazin